ClC=1[N+](=CC=2CCCCC2C1)[O-] 3-chloro-5,6,7,8-tetrahydroisoquinoline 2-oxide